O=C1N(CCC(N1)=O)N1C(C2=CC(=C(C=C2C1=O)F)N1CCNCC1)=O 2-(2,4-Dioxotetrahydropyrimidin-1(2H)-yl)-5-fluoro-6-(piperazin-1-yl)isoindoline-1,3-dione